trans-ethyl 4-(hydroxymethyl)cyclohexanecarboxylate OC[C@@H]1CC[C@H](CC1)C(=O)OCC